aminopropyl-dimethyl-bis(dodecyloxy)-propaneaminium bromide [Br-].NCCCCC(C([NH3+])(OCCCCCCCCCCCC)OCCCCCCCCCCCC)(C)C